ClC1=C(N=CS1)CCN1C(N(C(C2=C1SC(=C2C)C=2OC=CN2)=O)C(C(=O)O)(C)C)=O 2-[1-[2-(5-chloro-1,3-thiazol-4-yl)ethyl]-5-methyl-6-(1,3-oxazol-2-yl)-2,4-dioxo-1H,2H,3H,4H-thieno[2,3-d]pyrimidin-3-yl]-2-methylpropionic acid